NC1=NC(=C(C(=C1C#N)C1=NC=C(C=C1)OC[C@H](C)OC)C#N)S (S)-2'-amino-6'-mercapto-5-(2-methoxypropoxy)-[2,4'-bipyridine]-3',5'-dicarbonitrile